1-((2R,4S,5R)-5-((bis(4-methoxyphenyl)(phenyl)methoxy)methyl)-4-hydroxytetrahydrofuran-2-yl)-N-methyl-2,4-dioxo-1,2,3,4-tetrahydropyrimidine-5-carboxamide COC1=CC=C(C=C1)C(OC[C@@H]1[C@H](C[C@@H](O1)N1C(NC(C(=C1)C(=O)NC)=O)=O)O)(C1=CC=CC=C1)C1=CC=C(C=C1)OC